C(#N)C1(CC1)C(=O)N1CC2(CC2)[C@@H]([C@@H]1CC=1C(=C(C=CC1)C1=CC=CC=C1)F)NS(=O)(=O)CF N-((6S,7S)-5-(1-cyanocyclopropane-1-carbonyl)-6-((2-fluoro-[1,1'-biphenyl]-3-yl)methyl)-5-azaspiro[2.4]heptan-7-yl)-1-fluoromethanesulfonamide